O1C=2N(CCC1)CC1N(C2)C=C(CC1)C(=O)N hexahydro-2H-pyrido[1',2':4,5]Pyrazino[2,1-b][1,3]oxazine-9-carboxamide